C(C)N1CCN(CC1)C1CCN(CC1)C1CCN(CC1)C1=C(C=NC2=CC=C(C=C12)[S@](=O)C)S(=O)(=O)C1=CC(=C(C=C1)OCCCCCCCCCCCCCC)F (R)-4-(4-(4-ethylpiperazin-1-yl)-[1,4'-bipiperidin]-1'-yl)-3-((3-fluoro-4-(tetradecyloxy)phenyl)sulfonyl)-6-(methylsulfinyl)quinoline